7-bromo-6-chloro-3-methyl-3H-imidazo[4,5-c]pyridine BrC=1C2=C(C=NC1Cl)N(C=N2)C